exo-5-fluoro-1a,6b-dihydro-1H-cyclopropa[b][1]benzofuran-1-carboxylic acid FC=1C=CC2=C(C3C(O2)C3C(=O)O)C1